(2-(4-Methylpyrimidyl))4-[(phenylcarbamoyl)ureido]phenylsulfonamide CC1=NC(=NC=C1)C1=C(C=CC(=C1)NC(=O)NC(NC1=CC=CC=C1)=O)S(=O)(=O)N